1,2,4-triazole-3-carboxylic acid methyl ester COC(=O)C1=NNC=N1